(3,6-bis(4-vinylphenyl)-9H-carbazol-9-yl)benzoic acid methyl ester COC(C1=C(C=CC=C1)N1C2=CC=C(C=C2C=2C=C(C=CC12)C1=CC=C(C=C1)C=C)C1=CC=C(C=C1)C=C)=O